CS(=O)(=O)CCCN1CC(NCC1C)C 4-(3-methanesulfonylpropyl)-2,5-dimethylpiperazine